CN1C(=CC2=CC=CC=C12)C(=O)NN 1-methyl-1H-indole-2-carboxylic acid hydrazide